CO/C=C/C(=O)OC methyl (E)-3-methoxypropenoate